(Z)-3-(3-chloro-2-fluorophenyl)-2-(5-chloro-2-fluorophenyl)acrylonitrile ClC=1C(=C(C=CC1)\C=C(/C#N)\C1=C(C=CC(=C1)Cl)F)F